(S)-1'-(9-(1-phenylcyclopropyl)-7H-pyrazolo[4,3-e][1,2,4]triazolo[4,3-c]pyrimidin-5-yl)-5,7-dihydrospiro[cyclopenta[b]pyridine-6,4'-piperidin]-5-amine C1(=CC=CC=C1)C1(CC1)C1=NNC2=C1C=1N(C(=N2)N2CCC3(CC2)[C@@H](C=2C(=NC=CC2)C3)N)C=NN1